(thiophen-2-yl)phosphine tert-butyl-4-[7-bromo-5-(methylamino)-4-oxoquinazolin-3-yl]piperidine-1-carboxylate C(C)(C)(C)OC(=O)N1CCC(CC1)N1C=NC2=CC(=CC(=C2C1=O)NC)Br.S1C(=CC=C1)P